mono-propyl phosphite P(OCCC)([O-])[O-]